6-(2-chloro-4-fluoro-5-methoxyphenyl)-3-(5-chloroisoquinolin-4-yl)thieno[3,2-d]pyrimidine-2,4(1H,3H)-dione ClC1=C(C=C(C(=C1)F)OC)C1=CC=2NC(N(C(C2S1)=O)C1=CN=CC2=CC=CC(=C12)Cl)=O